N,N',N'-tetramethyl-1,3-diaminopropane CC(C)(CCN)N(C)C